O1COC2=C1C=CC(=C2)[C@H](C)N[C@H](C(=O)O)CCC(C)(C)C (2S)-2-{[(1S)-1-(2H-1,3-benzodioxol-5-yl)ethyl]amino}-5,5-dimethylhexanoic acid